2-(4-((6-(4-chlorophenyl)-2-(pyridin-3-yl)pyrimidin-4-yl)amino)piperidin-1-yl)acetic acid methyl ester COC(CN1CCC(CC1)NC1=NC(=NC(=C1)C1=CC=C(C=C1)Cl)C=1C=NC=CC1)=O